N1C(=NC=C1)C=C1CC(CC=C1)=CC=1NC=CN1 1,3-diimidazolylmethylenebenzene